OC1(CC(C1)C(=O)N1CC2(C1)CC(C2)CC2=CC=C1C(=N2)N(C=C1)C)C ((1s,3s)-3-hydroxy-3-methylcyclobutyl)(6-((1-methyl-1H-pyrrolo[2,3-b]pyridin-6-yl)methyl)-2-azaspiro[3.3]hept-2-yl)methanone